Cl.COCCN1C=NC=2C1=NC(=CC2N2CCOCC2)N2N=C(N=C2CN)C=2C=C(C=CC2)C (1-(3-(2-methoxyethyl)-7-morpholino-3H-imidazo[4,5-b]pyridin-5-yl)-3-(m-tolyl)-1H-1,2,4-triazol-5-yl)methanamine hydrochloride